diethylaminosulfonium tetrafluoroborate F[B-](F)(F)F.C(C)N(CC)[SH2+]